(5S,6S)-5-hydroxy-6-((S)-5H-imidazo[5,1-a]isoindol-5-yl)-5,6,7,8-tetrahydroquinoline-2-carboxamide O[C@@H]1C=2C=CC(=NC2CC[C@H]1[C@@H]1N2C(C3=CC=CC=C13)=CN=C2)C(=O)N